[C@H]12CC(C[C@@H]2O1)C(=O)OCC rac-ethyl (1R,3R,5S)-6-oxabicyclo[3.1.0]hexane-3-carboxylate